2-chloro-N,N-bis(4-methoxybenzyl)pyridine-3-sulfonamide ClC1=NC=CC=C1S(=O)(=O)N(CC1=CC=C(C=C1)OC)CC1=CC=C(C=C1)OC